NC1=C(C=C(C=C1F)CC)C(C)=O 1-(2-amino-5-ethyl-3-fluorophenyl)ethane-1-one